(2S,6R)-2,6-dimethyl-4-(5-(4,4,5,5-tetramethyl-1,3,2-dioxaborolan-2-yl)phenyl)piperidine C[C@@H]1N[C@@H](CC(C1)C1=CC=CC(=C1)B1OC(C(O1)(C)C)(C)C)C